N-(2-chloro-3-((3,5-dimethyl-4-oxo-3,4-dihydroquinazolin-6-yl)amino)-4-fluorophenyl)-3-fluoro-N-((2-(trimethylsilyl)ethoxy)methyl)propane-1-sulfonamide ClC1=C(C=CC(=C1NC=1C(=C2C(N(C=NC2=CC1)C)=O)C)F)N(S(=O)(=O)CCCF)COCC[Si](C)(C)C